C1(C(C(C2=CC=CC=C12)=O)=O)=O indane-trione